2-((tert-Butoxycarbonyl)amino)-3-(3-chloro-4-(trifluoromethyl)phenyl)propanoic acid C(C)(C)(C)OC(=O)NC(C(=O)O)CC1=CC(=C(C=C1)C(F)(F)F)Cl